silicon-chromium-tungsten [W].[Cr].[Si]